Cl.CN1C=NC=C1C1=NC(=NC=C1)C(=O)O 4-(1-methyl-1H-imidazol-5-yl)pyrimidine-2-carboxylic acid hydrochloride